dioxepanone O1OC(CCCC1)=O